C(C)C1=CC=C(C=C1)C=1C2=CC=CC=C2N=C2C=CC=CC12 9-(4-ethylphenyl)acridine